3-(3-chloro-1-propoxy)oxetane tert-Butyl-7-(Benzylamino)spiro[chroman-2,4'-piperidine]-1'-carboxylate C(C)(C)(C)OC(=O)N1CCC2(CC1)OC1=CC(=CC=C1CC2)NCC2=CC=CC=C2.ClCCCOC2COC2